N(=O)C=1C(=C(C2=C(C(=C(C12)N)N)N)N)N=O dinitrosopentalenetetraamine